FC1=CN=CC(=N1)C=1C=C(C=CC1C)NC(=O)N1C2CC(CC1C2)C N-[3-(6-fluoropyrazin-2-yl)-4-methylphenyl]-3-methyl-6-azabicyclo[3.1.1]heptane-6-carboxamide